FC1=C(C=CC(=C1)F)C1=CC2(CC(C2)NC(=O)C=2C=C3CN(C(C3=CC2F)=O)C2C(NC(CC2)=O)=O)C1 N-[6-(2,4-difluorophenyl)spiro[3.3]hept-5-en-2-yl]-2-(2,6-dioxopiperidin-3-yl)-6-fluoro-1-oxo-3H-isoindole-5-carboxamide